COC=1C=2C=3N(C(=NC2C=CC1)N[C@H]1C(NCCCC1)=O)N=C(N3)C3=CC=C(C=C3)OC (3R)-3-{[10-methoxy-2-(4-methoxyphenyl)[1,2,4]triazolo[1,5-c]quinazolin-5-yl]amino}azepan-2-one